2λ6-thia-3,9,11,23-tetraazatetracyclo[17.3.1.111,14.05,10]tetracosa-1(23),5,7,9,19,21-hexaene-2,2,4-trione C1=2S(NC(C3=CC=CN=C3N3CCC(CCCCC(=CC=C1)N2)C3)=O)(=O)=O